O1CCN(CC1)CCOC1=CC=C(C=N1)C1CC(CC(C1)=O)=O 5-(6-(2-morpholinoethoxy)pyridin-3-yl)cyclohexane-1,3-dione